tert-butyl 3-(2-amino-1-hydroxy-ethyl)azetidine-1-carboxylate NCC(O)C1CN(C1)C(=O)OC(C)(C)C